1-chloro-1-chlorosulfonyloxy-ethane ClC(C)OS(=O)(=O)Cl